O1CCC(CC1)SCCOC1=CC=C(C=C1)B(O)O (4-[2-(OXAN-4-YLSULFANYL)ETHOXY]PHENYL)BORANEDIOL